C(C1=CC=CC=C1)OC=1C=C(N)C=C(C1)B1OC(C(O1)(C)C)(C)C 3-benzyloxy-5-(4,4,5,5-tetramethyl-1,3,2-dioxaborolan-2-yl)aniline